5-[4-(3-Aminopyrrolidin-1-yl)-6-chloro-8-(ethylamino)-9H-pyrido[2,3-b]indol-3-yl]pyridin-3-carbonitril NC1CN(CC1)C1=C(C=NC=2NC3=C(C=C(C=C3C21)Cl)NCC)C=2C=C(C=NC2)C#N